3-chloro-N-[3-[(1S)-2-(4-fluoroanilino)-1-methyl-2-oxo-ethyl]-1-bicyclo[1.1.1]pentanyl]-4-methyl-benzamide ClC=1C=C(C(=O)NC23CC(C2)(C3)[C@@H](C(=O)NC3=CC=C(C=C3)F)C)C=CC1C